C(C1=CC=CC=C1)(=O)OC[C@H]1[C@@H](CC1)[C@H](\C=C\CCC)O ((1R,2R)-2-((S,E)-1-HYDROXYHEX-2-EN-1-YL)CYCLOBUTYL)METHYL BENZOATE